OC1=CC=C(C=C1)C=1N=C(NC1)C1N(CCCC1)C(C(C)SC)=O 1-(2-(4-(4-hydroxyphenyl)-1H-imidazol-2-yl)piperidin-1-yl)-2-(methylthio)propan-1-one